3-{3-ethyl-4-[(5-fluoro-7-methoxy-4-quinazolinyl)amino]phenyl}-1-[5-(trifluoromethyl)-3-pyridinyl]-2,4-imidazolidinedione C(C)C=1C=C(C=CC1NC1=NC=NC2=CC(=CC(=C12)F)OC)N1C(N(CC1=O)C=1C=NC=C(C1)C(F)(F)F)=O